FC1(C(C(C(C(C1(F)F)(F)F)(C(F)(F)F)F)(F)F)(F)F)C(F)(F)F perfluoro-1,4-dimethylcyclohexane